Cl.ClNCC1=CC=C(COC2=C3CN(C(C3=CC=C2)=O)C2C(NC(CC2)=O)=O)C=C1 3-(4-(4-((CHLOROAMINO)METHYL)BENZYLOXY)-1-OXOISOINDOLIN-2-YL)PIPERIDINE-2,6-DIONE HYDROCHLORIDE